(R)-tert-butyl (1-(2-chloro-4-(trifluoromethyl)phenyl)pyrrolidin-3-yl)carbamate ClC1=C(C=CC(=C1)C(F)(F)F)N1C[C@@H](CC1)NC(OC(C)(C)C)=O